C(C(C)C)[C@@H]1N2[C@@H](CC3=C1NC=1C=C(C=CC31)OC)C(N([C@H](C2=O)CCCCNC(C(C)(C)C)=O)C(C(C)(C)C)=O)=O N-(4-((3S,6S,12aS)-6-isobutyl-9-methoxy-1,4-dioxo-2-pivaloyl-1,2,3,4,6,7,12,12a-octahydropyrazino[1',2':1,6]pyrido[3,4-b]indol-3-yl)butyl)pivalamide